C12(C(=CC(CC1)C2)C2=CC=C(C=C2)O)C2=CC=C(C=C2)O 4,4'-(2-norbornenylidene)diphenol